Cl.N=1CCCC2=CCC(=CC12)N (E)-2,3,4,6-tetrahydroquinolin-7-ylamine hydrochloride